FC=1C(=CC2=C(N(N=N2)C2=CC=C(CNS(=O)(=O)N)C=C2)C1)OC N-(4-(6-fluoro-5-methoxy-1H-benzo[d][1,2,3]triazol-1-yl)benzyl)sulfamide